tert-butyl (3S)-3-[(8-carbamoyl-6-[4-[1-(morpholin-4-yl)ethyl]phenyl]pyrido[3,2-d]pyrimidin-4-yl)amino]piperidine-1-carboxylate C(N)(=O)C1=CC(=NC2=C1N=CN=C2N[C@@H]2CN(CCC2)C(=O)OC(C)(C)C)C2=CC=C(C=C2)C(C)N2CCOCC2